1-{(3R,5S)-3,5-dimethyl-4-[2-(4-(piperidin-4-yl)phenoxy)ethyl]piperazin-1-yl}ethanone C[C@@H]1CN(C[C@@H](N1CCOC1=CC=C(C=C1)C1CCNCC1)C)C(C)=O